(2,6-di-tert-butyl-4-methylphenoxy)diisobutyl-aluminum C(C)(C)(C)C1=C(O[Al](CC(C)C)CC(C)C)C(=CC(=C1)C)C(C)(C)C